C(CCCCCCCCCCCCCCCCCCC)OC(=O)OOC(=O)OCCCCCCCCCCCCCCCCCCCC.C(C)(=O)NC=1SC(=CN1)CN1CCN(CC1)CC(=O)NC1=CC=CC2=CC=CC=C12 2-(4-((2-acetamidothiazol-5-yl)methyl)piperazin-1-yl)-N-(naphthalen-1-yl)acetamide dieicosyl-peroxydicarbonate